1-cyano-2-(4-hydroxyphenyl)ethanol C(#N)C(CC1=CC=C(C=C1)O)O